ClC=1C=CC(=C(C1)N1CC(N(CC1=O)C(C(=O)NC=1C=C2N=CC=NC2=CC1)CC1=CC=CC=C1)=O)N1N=NC(=C1)Cl 2-(4-(5-chloro-2-(4-chloro-1H-1,2,3-triazol-1-yl)phenyl)-2,5-dioxopiperazin-1-yl)-3-phenyl-N-(quinoxalin-6-yl)propanamide